COC1=CC=C(CON(C(=O)NC2=NC=C(C=C2)NC=2OC(=CN2)C2=CC=C(C=C2)C(F)(F)F)C)C=C1 1-((4-Methoxybenzyl)oxy)-1-methyl-3-(5-((5-(4-(trifluoromethyl)phenyl)oxazol-2-yl)amino)pyridin-2-yl)urea